rac-(1R,2R)-2-(2',6'-difluoro-5-methyl[1,1'-biphenyl]-2-yl)cyclopropane-1-carboxylic acid FC1=C(C(=CC=C1)F)C1=C(C=CC(=C1)C)[C@H]1[C@@H](C1)C(=O)O |r|